CC=1C=NN(C1)C[C@H]1COC2=C(SC=3C(NCCN1C23)=O)C=2C=NNC2 (S)-5-((4-methyl-1H-pyrazol-1-yl)methyl)-2-(1H-pyrazol-4-yl)-4,5,7,8-tetrahydro-3-oxa-1-thia-5a,8-diazabenzo[cd]azulen-9(6H)-one